3-(4-Bromophenyl)-11-(4-fluorobenzyl)-11H-imidazo[1',2':1,2]pyrido[3,4-b]indole BrC1=CC=C(C=C1)C1=CN=C2N1C=CC1=C2N(C2=CC=CC=C12)CC1=CC=C(C=C1)F